C(#N)C=1C=C(C=C(C1)C(C)(C)O)S(=O)(=O)NC(NC1=C2CCCC2=C(C=2CCCC12)F)=O 3-cyano-N-(8-fluoro-1,2,3,5,6,7-hexahydros-indacen-4-ylcarbamoyl)-5-(2-hydroxypropan-2-yl)benzenesulfonamide